C1(CC1)C1=C(C=C(C(=C1)CN1CCC2(CN(C(O2)=O)C2CC(C2)CS(=O)(=O)O)CC1)OCC)C1=CC=C(C=C1)F ((1s,3s)-3-(8-((2-cyclopropyl-5-ethoxy-4'-fluoro-[1,1'-biphenyl]-4-yl)methyl)-2-oxo-1-oxa-3,8-diazaspiro[4.5]decan-3-yl)cyclobutyl)methanesulfonic acid